perfluorophenyl 1-hydroxy-4-(trifluoromethyl)-1,3-dihydrobenzo[c][1,2]oxaborole-6-carboxylate OB1OCC2=C1C=C(C=C2C(F)(F)F)C(=O)OC2=C(C(=C(C(=C2F)F)F)F)F